BrC=1C(=CC(=C(C1[2H])F)[2H])[2H] 3-bromo-5-fluorobenzene-2,4,6-d